sodium dihydrate O.O.[Na]